2-(4-methoxyphenyl)-4,6-bis(trichloromethyl)s-triazine tert-butyl-4-(2-(1-(3-(2,6-bis(benzyloxy)pyridin-3-yl)-1-methyl-1H-indazol-7-yl)piperidin-4-yl)ethyl)piperazine-1-carboxylate C(C)(C)(C)OC(=O)N1CCN(CC1)CCC1CCN(CC1)C=1C=CC=C2C(=NN(C12)C)C=1C(=NC(=CC1)OCC1=CC=CC=C1)OCC1=CC=CC=C1.COC1=CC=C(C=C1)C1=NC(=NC(=N1)C(Cl)(Cl)Cl)C(Cl)(Cl)Cl